C(C)(C)C1=CC=2C3=C(NC2C=C1)CCN(C3)C(=O)C3=NNC(=C3)C(F)(F)F (8-isopropyl-1,3,4,5-tetrahydropyrido[4,3-b]indol-2-yl)-[5-(trifluoromethyl)-1H-pyrazol-3-yl]methanone